C1(CCC1)N1N=C(C(=C1)OCC1C(CN(C1)C1COCC1F)NC(OCC1=CC=CC=C1)=O)C benzyl (4-(((1-cyclobutyl-3-methyl-1H-pyrazol-4-yl)oxy)methyl)-1-(4-fluorotetrahydrofuran-3-yl)pyrrolidin-3-yl)carbamate